tert-Butyl (3R)-3-[(1S)-2-tert-butoxy-2-oxo-1-[[3-(1H-pyrazol-3-yl)phenyl]methyl]ethyl]pyrrolidine-1-carboxylate C(C)(C)(C)OC([C@@H](CC1=CC(=CC=C1)C1=NNC=C1)[C@@H]1CN(CC1)C(=O)OC(C)(C)C)=O